NC1CC(C1)C(=O)N[C@H](C1CCCC1)C1=CC(=CC=C1)Cl (1r,3R)-3-amino-N-((R)-(3-chlorophenyl)(cyclopentyl)methyl)cyclobutane-1-carboxamide